3-[4-[4-(3,3-difluoro-4-piperidinyl)piperazin-1-yl]-3-fluoro-anilino]piperidine-2,6-dione HCl salt Cl.FC1(CNCCC1N1CCN(CC1)C1=C(C=C(NC2C(NC(CC2)=O)=O)C=C1)F)F